(3aR,9bS)-1,2,3,3a,5,9b-hexahydro-N-methyl-5-oxo-6-(trifluoromethyl)-4H-pyrrolo[3,4-c]isoquinoline-4-acetamide hydrochloride Cl.CNC(CN1C(C=2C(=CC=CC2[C@@H]2[C@@H]1CNC2)C(F)(F)F)=O)=O